7-bromo-2,3,4,5-tetrahydro-1H-benzo[c]azepin-1-one BrC1=CC2=C(C(NCCC2)=O)C=C1